OC1(CCOCC1)CC=O 2-(4-hydroxytetrahydro-2H-pyran-4-yl)ethan-1-one